methyl (Z)-2-[5-[4-(N-ethoxy-C-methyl-carbonimidoyl)triazol-2-yl]-2-methyl-phenoxy]-3-methoxy-prop-2-enoate C(C)ON=C(C)C1=NN(N=C1)C=1C=CC(=C(O\C(\C(=O)OC)=C/OC)C1)C